C(C)OC(C(CCCCO)OC(C(=C)C)=O)=O 2-(methacryloyloxy)-6-hydroxycaproic acid ethyl ester